COC1=C(C=C(C=C1)OC)C(C(=O)NCC=1C=C2CN(C(C2=CC1)=O)C1C(NC(CC1)=O)=O)(F)F 2-(2,5-Dimethoxyphenyl)-N-((2-(2,6-dioxopiperidin-3-yl)-1-oxoisoindolin-5-yl)methyl)-2,2-difluoroacetamide